6,6a,7,8,9,10-hexahydrobenzo[e]pyrido[1,2-a][1,4]diazepin-5(12H)-carboxylic acid allyl ester C(C=C)OC(=O)N1CC2N(CC3=C1C=CC=C3)CCCC2